BrC1=CC(=CC2=CC=CC=C12)C(C)C 1-bromo-3-isopropylnaphthalene